ethyl 7-methoxy-1H-pyrrolo[2,3-c]pyridine-2-carboxylate COC=1N=CC=C2C1NC(=C2)C(=O)OCC